FC=1C=C(C=C(C1)F)CC(=O)NN1C(=NC2=CC(=CC=C2C1=O)C(F)(F)F)N1CCCC1 2-(3,5-Difluoro-phenyl)-N-(4-oxo-2-pyrrolidin-1-yl-7-trifluoromethyl-4H-quinazolin-3-yl)-acetamide